3-(4-(1,2,4-triazin-6-yl)phenyl)-2-aminopropanoic acid N1=NC=NC=C1C1=CC=C(C=C1)CC(C(=O)O)N